glyceryl monocaprylate (glyceryl monooctanoate) C(C(O)CO)CCCCCCCC(=O)O.C(CCCCCCC)(=O)OCC(O)CO